Ethyl 2-((4-(6-(4-cyano-2-fluorobenzyloxy) pyridin-2-yl) piperazin-1-yl) methyl)-1-(oxetan-2-ylmethyl)-1H-imidazo[1,2-a]imidazole-5-carboxylate C(#N)C1=CC(=C(COC2=CC=CC(=N2)N2CCN(CC2)CC=2N(C=3N(C2)C(=CN3)C(=O)OCC)CC3OCC3)C=C1)F